3-(3-phenylpropyl)-5-[(2S,4R)-1-benzylsulfonyl-4-hydroxypyrrolidin-2-yl]-1,2,4-oxadiazole C1(=CC=CC=C1)CCCC1=NOC(=N1)[C@H]1N(C[C@@H](C1)O)S(=O)(=O)CC1=CC=CC=C1